tert-butyl 2,4-dioxopiperidin-1-carboxylate O=C1N(CCC(C1)=O)C(=O)OC(C)(C)C